7-bromo-4-((2-(trimethylsilyl)ethoxy)methoxy)-9-((2-(trimethylsilyl)ethoxy)methyl)-9H-pyrimido[4,5-b]indole BrC1=CC=C2C3=C(N(C2=C1)COCC[Si](C)(C)C)N=CN=C3OCOCC[Si](C)(C)C